CN(CCCC(=O)N(CCCCCCCC(=O)OCCC(CCCCCC)CCCCCC)C(CCCCC=CC(=O)OCCC(CCCCCC)CCCCCC)CCCCCCCCCC)C 3-Hexylnonyl 8-(4-(dimethylamino)-N-(8-((3-hexylnonyl)oxy)-8-oxooctyl)-butanamido)-octadecenoate